tert-Butyl {2-[(2-hydroxyethyl)amino]-2-oxoethyl}carbamate OCCNC(CNC(OC(C)(C)C)=O)=O